COC1=C(C=CC=C1)C1=NC=CC2=C1CN(C2=O)C2=CC=C(C=C2)C(F)(F)F 4-(2-methoxyphenyl)-2-[4-(trifluoromethyl)phenyl]-2,3-dihydro-1H-pyrrolo[3,4-c]pyridin-1-one